F\C=C\C(F)(F)F E-1,3,3,3-tetrafluoroprop-1-ene